4-(tert-butoxycarbonyl)piperazine-1-carbonyl-methyl-1H-imidazol-3-ium iodide [I-].C(C)(C)(C)OC(=O)N1CCN(CC1)C(=O)C=1N(C=C[NH+]1)C